N-(3-((3-((3-((4-((2-((S)-2-cyano-4,4-difluoropyrrolidin-1-yl)-2-oxoethyl)carbamoyl)quinolin-8-yl)oxy)propyl)amino)-3-oxopropyl)disulfaneyl)propanoyl)-N-methyl-L-alaninate C(#N)[C@H]1N(CC(C1)(F)F)C(CNC(=O)C1=CC=NC2=C(C=CC=C12)OCCCNC(CCSSCCC(=O)N([C@@H](C)C(=O)[O-])C)=O)=O